ClC1=NC=CC=C1C(C(=O)N1CCC2=CC(=CC(=C12)F)C1=CC(=NC=C1)NC1=CC=NN1C[2H])O 2-(2-chloropyridin-3-yl)-1-(7-fluoro-5-(2-((1-deuteriomethyl-1H-pyrazol-5-yl)amino)pyridin-4-yl)indolin-1-yl)-2-hydroxylethan-1-one